N-(2-(1-(4-chlorophenyl)-1-hydroxyethyl)phenyl)-4-methylbenzenesulfonamide ClC1=CC=C(C=C1)C(C)(O)C1=C(C=CC=C1)NS(=O)(=O)C1=CC=C(C=C1)C